3-ethyl-9,16-difluoro-20-oxa-3,4,11,12,23-pentaazapentacyclo[19.3.1.02,6.08,12.013,18]pentacosa-1(24),2(6),4,8,10,13,15,17,21(25),22-decaen-22-amine C(C)N1C=2C3=CN=C(C(OCC4=CC(=CC=C4N4N=CC(=C4CC2C=N1)F)F)=C3)N